tricosan-1,2-diol C(C(CCCCCCCCCCCCCCCCCCCCC)O)O